C1(CCCC1)C1=NN(C2=NC(=NC(=C21)NCC2=CC=C(C=C2)S(=O)(=O)N)C)C 4-((3-Cyclopentyl-1,6-dimethyl-1H-pyrazolo[3,4-d]pyrimidin-4-yl)aminomethyl)benzenesulfonamide